CC=1N=C2N(CCN(C2)C(=O)C=2C=C3C(=NC2)NC=C3C=3C=C2C=CC=NC2=CC3)C1 (2-methyl-5,6-dihydroimidazo[1,2-a]pyrazin-7(8H)-yl)(3-(quinolin-6-yl)-1H-pyrrolo[2,3-b]pyridin-5-yl)methanone